C(C)(C)(C)OC(N(CCC=1OC(=NN1)C1=NC=CN=C1NC1=CC=C(C=C1)C(F)(F)F)CC)=O N-ethyl-N-[2-[5-[3-[4-(trifluoromethyl)anilino]pyrazin-2-yl]-1,3,4-oxadiazol-2-yl]ethyl]carbamic acid tert-butyl ester